{[(3S,4S)-8-{5-[(3-aminophenyl)thio]pyrazin-2-yl}-3-methyl-8-Aza-2-oxaspiro[4.5]dec-4-yl]amino}methanoic acid-2-methylpropan-2-yl ester CC(C)(C)OC(=O)N[C@@H]1[C@@H](OCC12CCN(CC2)C2=NC=C(N=C2)SC2=CC(=CC=C2)N)C